2'-(ethoxymethyl)-N-(5-Methylisoxazol-3-yl)-[1,1'-biphenyl]-2-sulfonamide C(C)OCC1=C(C=CC=C1)C=1C(=CC=CC1)S(=O)(=O)NC1=NOC(=C1)C